N1,N1-dimethyl-N3-(pyrimido[6',1':2,3]imidazo[4,5-c][2,6]naphthyridin-5-yl)benzene-1,3-diamine CN(C1=CC(=CC=C1)NC1=NC2=C(C3=CN=CC=C13)N=C1N2C=NC=C1)C